2-[4-ethyl-2-(trifluoromethyl)pyrimidin-5-yl]sulfonyl-6-(oxan-4-ylmethyl)-2,6-diazaspiro[3.3]heptane C(C)C1=NC(=NC=C1S(=O)(=O)N1CC2(C1)CN(C2)CC2CCOCC2)C(F)(F)F